C(CC)C1=C(C(=CC=C1)CCC)N1CN(CC1)C1=C(C=CC=C1CCC)CCC 1,3-bis(2,6-di-propylphenyl)imidazolidine